5-[(4R,10bS)-8-[(3R,4R)-3-amino-4-fluoro-pyrrolidin-1-yl]-4-methyl-3,4,6,10b-tetrahydro-1H-pyrazino[2,1-a]isoindol-2-yl]quinoline-8-carbonitrile N[C@@H]1CN(C[C@H]1F)C=1C=C2CN3[C@@H](C2=CC1)CN(C[C@H]3C)C3=C1C=CC=NC1=C(C=C3)C#N